(S)-N-(1-(5-cyano-3-methylpyridin-2-yl)ethyl)-2-(5,6-difluoro-2,4-dioxo-1,4-dihydroquinazolin-3(2H)-yl)acetamide C(#N)C=1C=C(C(=NC1)[C@H](C)NC(CN1C(NC2=CC=C(C(=C2C1=O)F)F)=O)=O)C